6-{[(Pyridin-3-yl)methyl]amino}pyridine-3-carboxylic acid methyl ester COC(=O)C=1C=NC(=CC1)NCC=1C=NC=CC1